3-(4-(aminomethyl)phenyl)-6-((1-(2-chloro-4-(oxazol-2-yl)benzyl)-4-hydroxypiperidin-4-yl)methyl)-2-methyl-2,6-dihydro-7H-pyrazolo[4,3-d]pyrimidin-7-one dihydrochloride Cl.Cl.NCC1=CC=C(C=C1)C=1N(N=C2C1N=CN(C2=O)CC2(CCN(CC2)CC2=C(C=C(C=C2)C=2OC=CN2)Cl)O)C